3-chloro-1-(3-nitro-10,11-dihydro-5H-dibenzo[b,f]azepin-5-yl)propan-1-one ClCCC(=O)N1C2=C(CCC3=C1C=CC=C3)C=CC(=C2)[N+](=O)[O-]